C(C)(C)(C)NC(=O)N1CCC2(C=3N(CCC2)N=C(C3)C=3C=C2C(=NC3)NC=C2Cl)CC1 N-tert-butyl-2'-(3-chloro-1H-pyrrolo[2,3-b]pyridin-5-yl)-6',7'-dihydro-5'H-spiro[piperidine-4,4'-pyrazolo[1,5-a]pyridine]-1-carboxamide